1-(2-cyanoacetyl)-4-fluoro-N-{phenyl[4-(propan-2-yl)phenyl]methyl}pyrrolidine-2-carboxamide C(#N)CC(=O)N1C(CC(C1)F)C(=O)NC(C1=CC=C(C=C1)C(C)C)C1=CC=CC=C1